N-[9-(dichloromethylene)-1,2,3,4-tetrahydro-1,4-methanonaphthalen-5-yl]-3-(difluoromethyl)-1-methyl-1H-pyrazole-4-carboxamide ClC(=C1C2CCC1C1=C(C=CC=C21)NC(=O)C=2C(=NN(C2)C)C(F)F)Cl